5-cyano-N-(3-(1-(difluoromethyl)-1H-pyrazol-4-yl)-1H-indazol-5-yl)-3,4-dimethylpicolinamide C(#N)C=1C(=C(C(=NC1)C(=O)NC=1C=C2C(=NNC2=CC1)C=1C=NN(C1)C(F)F)C)C